COC1=CC=C(C=2COC(OCC21)C=2N=C(SC2)C2CCN(CC2)C(CC2=C(C=CC(=C2)C)C)=O)OS(=O)(=O)C 4-[4-(6-methoxy-9-methylsulfonyloxy-1,5-dihydro-3H-2,4-benzodioxepin-3-yl)-2-thiazolyl]-1-[2-(2,5-dimethylphenyl)acetyl]piperidine